3-[(8aS)-2-[4-chloro-2-(trifluoromethyl)phenyl]-3-oxo-5,6,8,8a-tetrahydro-1H-imidazo[1,5-a]pyrazin-7-yl]-6-(2-ethoxypyridin-3-yl)-N-(oxan-4-ylmethyl)pyridine-2-carboxamide ClC1=CC(=C(C=C1)N1C(N2[C@@H](CN(CC2)C=2C(=NC(=CC2)C=2C(=NC=CC2)OCC)C(=O)NCC2CCOCC2)C1)=O)C(F)(F)F